3-(methyl(4-(trifluoromethoxy)phenyl)carbamoyl)bicyclo[1.1.1]pentan-1-yl (1-(4-(2,6-dioxopiperidin-3-yl)-3,5-difluorophenyl)azetidin-3-yl)carbamate O=C1NC(CCC1C1=C(C=C(C=C1F)N1CC(C1)NC(OC12CC(C1)(C2)C(N(C2=CC=C(C=C2)OC(F)(F)F)C)=O)=O)F)=O